C(#N)C1=C(C=CC=C1OC)C1=CC=CC=C1 2-cyano-3-methoxy-1,1'-biphenyl